ClC=1C=C(C=C(C1)Cl)S(=O)(=O)CCCCN1C(=NC=2C(=NC=3C=CC=CC3C21)N)CC 1-{4-[(3,5-dichlorophenyl)sulfonyl]butyl}-2-ethyl-1H-Imidazo[4,5-c]quinolin-4-amine